C(C)OC(CC(C(CCCC)(F)F)=O)=O 4,4-difluoro-3-keto-octanoic acid ethyl ester